C(CCC)P(CCCC)(CCCC)=[Se] tri-n-butylphosphine selenide